Cl.ClC=1C=C(C=CC1OC(F)(F)F)NCC1=NC=C(C=C1)OC(F)(F)F (3-chloro-4-(trifluoromethoxy)phenyl)(5-(trifluoro-methoxy)pyridin-2-yl)methylamine hydrochloride